5-(2-(phenylamino)ethoxy)benzamide C1(=CC=CC=C1)NCCOC=1C=CC=C(C(=O)N)C1